ClC1=C(C=C(OCC(=O)NC23CC(C2)(C3)C(=O)NCCC3=NC=C(C=C3)C(F)(F)F)C=C1)F 3-[2-(4-chloro-3-fluorophenoxy)acetamido]-N-{2-[5-(trifluoromethyl)pyridin-2-yl]ethyl}bicyclo[1.1.1]pentane-1-carboxamide